C12CN(CC(C1)C2)C(CN(C)C=2C1=C(N=C(N2)C2=NC=CC(=C2)OCCO)CCC1)=O 1-{3-azabicyclo[3.1.1]heptan-3-yl}-2-({2-[4-(2-hydroxyethoxy)pyridin-2-yl]-5H,6H,7H-cyclopenta[d]pyrimidin-4-yl}(methyl)amino)ethan-1-one